2-[2-[[6-(2-hydroxyethoxy)-1,3-benzothiazol-2-yl]methylcarbamoyl]indan-2-yl]acetic acid OCCOC1=CC2=C(N=C(S2)CNC(=O)C2(CC3=CC=CC=C3C2)CC(=O)O)C=C1